BrCC1=CC(=C(C(=O)OC)C=C1)F methyl 4-(bromomethyl)-2-fluorobenzoate